C(C1=CC=CC=C1)(=O)NN=CC1=NC=CC=C1 pyridine-2-carboxaldehyde (benzoyl) hydrazone